[O-]C(=O)C(O)C(O)C(=O)O Bitartrat